(R)-1-(4-(4-((1-(3-(difluoromethyl)-2-fluorophenyl)ethyl)amino)-2-methyl-9,10-dihydro-8H-[1,4]oxazino[2,3-H]quinazolin-6-yl)-4-hydroxypiperidin-1-yl)ethanone FC(C=1C(=C(C=CC1)[C@@H](C)NC1=NC(=NC2=C3C(=C(C=C12)C1(CCN(CC1)C(C)=O)O)OCCN3)C)F)F